C1CC(=O)N(C1=O)OC(=O)CCCN2C(=O)C=CC2=O 4-Maleimidobutyric Acid N-Succinimidyl Ester